NC1=NN2C(N=CC=C2)=C1C(=O)NCC=1C=C(C=2N(C1N1CC(S(CC1)(=O)=O)(C)C)C=NC2)Cl 2-Amino-N-((8-chloro-5-(2,2-dimethyl-1,1-dioxidothiomorpholino)imidazo[1,5-a]pyridin-6-yl)methyl)pyrazolo[1,5-a]pyrimidine-3-carboxamide